(4-chlorophenyl)-N,N-diethylacrylamide ClC1=CC=C(C=C1)C(C(=O)N(CC)CC)=C